[Pt].C[SiH2]O[Si](O[Si](O[Si](C)(C)C)(C)C)(C)C octamethyltetrasiloxane platinum